C(=O)=C1CN(CCC1)C(=O)OC(C)(C)C t-butyl 3-carbonylpiperidine-1-carboxylate